C1N(CCC2=CC=CC=C12)CC(CNC(=O)C=1N=C2N(C=CC=C2)C1)O N-(3-(3,4-dihydroisochinolin-2(1H)-yl)-2-hydroxypropyl)imidazo[1,2-a]pyridin-2-carboxamid